ClC=1C(=C2C=NNC2=C(C1F)N(C)C)C1=CC=C2C(=N1)SC(=N2)NC(=O)C2C(C2)F N-(5-(5-chloro-7-(dimethylamino)-6-fluoro-1H-indazol-4-yl)thiazolo[5,4-b]pyridin-2-yl)-2-fluorocyclopropane-1-carboxamide